FC(C1=CC(=NC=C1)N1CCC(CC1)CO)(F)F (1-(4-(trifluoromethyl)pyridin-2-yl)piperidin-4-yl)methanol